OC1(C2=CC=CC=C2C=2C=CC=CC12)C(=O)N[C@H](C(=O)N[C@@H](C[C@@H]1C(NCC1)=O)C(C(=O)NC)=O)CC(C)C 9-hydroxy-N-((S)-4-methyl-1-(((S)-4-(methylamino)-3,4-dioxo-1-((R)-2-oxopyrrolidin-3-yl)butan-2-yl)amino)-1-oxopentan-2-yl)-9H-fluorene-9-carboxamide